4-(3-(5-fluoro-2-methoxypyridin-3-yl)pyrazolo[1,5-a]pyrimidin-5-yl)piperazine-1-carboxylic acid ethyl ester C(C)OC(=O)N1CCN(CC1)C1=NC=2N(C=C1)N=CC2C=2C(=NC=C(C2)F)OC